2-(methylthio)-5-(1H-pyrazol-5-yl)pyrimidine CSC1=NC=C(C=N1)C1=CC=NN1